OCC1CC=C(CC1)C1=CC=C2C(C(NC2=C1)=O)(C)C 6-(4-(hydroxymethyl)cyclohex-1-en-1-yl)-3,3-dimethylindolin-2-one